C(=O)(O)CCOC(C[C@H](CC(C)C)C#N)=O (3S)-2-carboxyethyl-3-cyano-5-methylhexanoate